(4-((4-(2-(3-chloro-4-(2-chloroethoxy)-5-cyanophenyl)propan-2-yl)phenoxy)methyl)pyrimidin-2-yl)ethenesulfonamide ClC=1C=C(C=C(C1OCCCl)C#N)C(C)(C)C1=CC=C(OCC2=NC(=NC=C2)C(=C)S(=O)(=O)N)C=C1